(2S,3aR,4S,9bS)-4-(4-Hydroxy-phenyl)-2-trifluoromethyl-1,2,3,3a,4,9b-hexahydro-cyclopenta[c]chromen-8-ol OC1=CC=C(C=C1)[C@H]1OC=2C=CC(=CC2[C@@H]2[C@H]1C[C@H](C2)C(F)(F)F)O